C1(CC1)C1=CC(=C(C(=C1)F)N1N=C(C=C1)C=1C=CC(=C(C1)CNC(OC)=O)C)F methyl N-[[5-[1-(4-cyclopropyl-2,6-difluorophenyl)-1H-pyrazol-3-yl]-2-methylphenyl]methyl]carbamate